C(C1CO1)C1(C(CCCC1)(C(=O)O)CC1CO1)C(=O)O diglycidyl-cyclohexane-1,2-dicarboxylic acid